FC(C=1N=CN2C1C=CC(=C2)C(=O)O)(F)F 1-(trifluoromethyl)imidazo[1,5-a]pyridine-6-carboxylic acid